1-oxo-4-phenyl-N,N-dipropyl-1,2-dihydro-phthalazin-6-sulfonamide O=C1NN=C(C2=CC(=CC=C12)S(=O)(=O)N(CCC)CCC)C1=CC=CC=C1